N-(5-(4-Cyclopropylpiperazin-1-yl)pyridin-2-yl)-5-fluoro-4-(8-fluoroquinolin-6-yl)pyrimidin-2-amine hydrochloride Cl.C1(CC1)N1CCN(CC1)C=1C=CC(=NC1)NC1=NC=C(C(=N1)C=1C=C2C=CC=NC2=C(C1)F)F